2-chloro-N-(1-phenyl-1H-imidazol-4-yl)thieno[2,3-d]pyrimidin-4-amine ClC=1N=C(C2=C(N1)SC=C2)NC=2N=CN(C2)C2=CC=CC=C2